C1(=CC=CC=2OC3=C(C21)C=CC=C3)C3=NN=NC=C3 (dibenzofuranyl)triazine